CN(CCCCOC1=C(C=C2C(=NC(=NC2=C1)N1CCN(CCC1)C)NC1CCN(CC1)C)OC)C 7-(4-(dimethylamino)butoxy)-6-methoxy-2-(4-methyl-1,4-diazepan-1-yl)-N-(1-methylpiperidin-4-yl)quinazolin-4-amine